(6RS)-2-(4-methoxyphenyl)-6-methyl-3-(pyridin-4-yl)-6,7-dihydropyrazolo[1,5-a]pyrazin COC1=CC=C(C=C1)C1=NN2C(C=N[C@@H](C2)C)=C1C1=CC=NC=C1 |r|